C(C)(C)(C)OC(=O)N[C@@H]1C[C@@H](C=2C1=CC(=C1C=C(N=CC21)Cl)S(NCC(C)C)(=O)=O)NC(OC(C)(C)C)=O |r| tert-butyl N-[cis-(7RS,9SR)-7-(tert-butoxycarbonylamino)-3-chloro-5-(isobutylsulfamoyl)-8,9-dihydro-7H-cyclopenta[h]isoquinolin-9-yl]carbamate